C(C)(C)(C)OC(=O)N1C=C(C=2C1=NC=C(N2)Br)C=2C=NN(C2)C(N(C)C)=O 2-bromo-7-(1-(dimethylcarbamoyl)-1H-pyrazol-4-yl)-5H-pyrrolo[2,3-b]pyrazine-5-carboxylic acid tert-butyl ester